2-oxo-4-((S)-2-oxopiperidin-3-yl)butyl 3-methylbutanoate CC(CC(=O)OCC(CC[C@H]1C(NCCC1)=O)=O)C